COC(CCCCC(=O)O)=O 6-methoxy-6-oxohexanoic acid